1-[2-(dimethylamino)ethyl]-6-ethyl-2,3,5-trimethyl-1H-pyrrolo[2,3-b]pyridin-4-amine CN(CCN1C(=C(C2=C1N=C(C(=C2N)C)CC)C)C)C